(R)-4,11-diethyl-4-methyl-3,14-dioxo-3,4,12,14-tetrahydro-1H-pyrano[3',4':6,7]indolizino[1,2-b]quinolin-9-yl 4-(4-iodophenyl)butanoate IC1=CC=C(C=C1)CCCC(=O)OC1=CC=2C(=C3C(=NC2C=C1)C1=CC2=C(C(N1C3)=O)COC([C@]2(C)CC)=O)CC